NC1=CC(=C(C=C1OC)N1CCN(CC1)C(=O)OC(C)(C)C)C=1C=NNC1 tert-Butyl 4-(4-amino-5-methoxy-2-(1H-pyrazol-4-yl)phenyl)piperazine-1-carboxylate